[N+](=O)([O-])[O-].[Nb+5].[N+](=O)([O-])[O-].[N+](=O)([O-])[O-].[N+](=O)([O-])[O-].[N+](=O)([O-])[O-] niobium(V) nitrate